glucopyranosyl-(1->1)-(2R,3S,4E)-2-tetracosanamido-4-octadecene-1,3-diol C1([C@H](O)[C@@H](O)[C@H](O)[C@H](O1)CO)OC[C@H]([C@H](\C=C\CCCCCCCCCCCCC)O)NC(CCCCCCCCCCCCCCCCCCCCCCC)=O